2-[(2-acetyl-4,4-dimethyl-1,2,3,4-tetrahydroisoquinolin-7-yl)amino]-6-(2,6-dichlorophenyl)imidazo[1,2-a]pyrimido[5,4-e]pyrimidin-5(6H)-one C(C)(=O)N1CC2=CC(=CC=C2C(C1)(C)C)NC=1N=CC=2C(N(C=3N(C2N1)C=CN3)C3=C(C=CC=C3Cl)Cl)=O